7-Butyl-2,2,4-trimethyl-3,4-dihydrochromen-6-ol C(CCC)C1=C(C=C2C(CC(OC2=C1)(C)C)C)O